C(C1=CC=CC=C1)OC1=CC=C(C2=CC=CC=C12)C=1N=C(SC1)[C@H]1N(CCC1)C(=O)OC(C)(C)C tert-butyl (2S)-2-[4-(4-benzyloxy-1-naphthyl)thiazol-2-yl]pyrrolidine-1-carboxylate